2-chloro-N,N-dimethyl-6-(4-(1-(3,3,3-trifluoro-2-hydroxy-2-(pyridin-3-yl)propanoyl)piperidin-4-yl)butoxy)nicotinamide ClC1=C(C(=O)N(C)C)C=CC(=N1)OCCCCC1CCN(CC1)C(C(C(F)(F)F)(C=1C=NC=CC1)O)=O